ClC=1C=NN(C1)[C@@H](C)C1=NC=2C(=NC(=CC2)N2C[C@@H](CCC2)C(=O)N2CCCC2)N1 ((R)-1-(2-((S)-1-(4-chloro-1H-pyrazol-1-yl)ethyl)-3H-imidazo[4,5-b]pyridin-5-yl)piperidin-3-yl)(pyrrolidin-1-yl)methanone